BrC=1C=C(C=CC1)C1(CC(C1)(F)F)C(=O)O 1-(3-Bromophenyl)-3,3-difluorocyclobutane-1-carboxylic acid